1-(4-(3,4-dichlorophenyl)-5-(isopropylthio)thiazol-2-yl)-4-(2-methoxyphenyl)-3-methyl-1H-pyrazole-5-carboxylic acid ClC=1C=C(C=CC1Cl)C=1N=C(SC1SC(C)C)N1N=C(C(=C1C(=O)O)C1=C(C=CC=C1)OC)C